3-[(1R)-1-hydroxy-2-[(2R,4s)-4-[(4-methylsulfonylphenoxy)methyl]-2-methylpyrrolidin-1-yl]ethyl]benzonitrile O[C@@H](CN1[C@@H](C[C@@H](C1)COC1=CC=C(C=C1)S(=O)(=O)C)C)C=1C=C(C#N)C=CC1